(E)-4-(2-(naphthalen-2-yl)vinyl)aniline C1=C(C=CC2=CC=CC=C12)/C=C/C1=CC=C(N)C=C1